C1(=C(C=CC2=CC=CC=C12)OC=1C=CC2=C(C3=C(O2)C=CC(=C3)CO)C1)C1=C(C=CC3=CC=CC=C13)OC=1C=CC3=C(C2=C(O3)C=CC(=C2)CO)C1 {[1,1'-binaphthalene]-2,2'-diylbis(oxydibenzo[b,d]furan-8,2-diyl)}dimethanol